FC(C1=CC=C(OC=2SC=C(N2)C2=CC=C(C(=O)O)C=C2)C=C1)(F)F 4-(2-(4-(trifluoromethyl)phenoxy)thiazol-4-yl)benzoic acid